O=C1CCC2(CCN(CC2)C(=O)OC(C)(C)C)CC1 tert-butyl 9-oxo-3-azaspiro[5.5]undecan-3-carboxylate